N-(5,6-dimethoxybenzothiazol-2-yl)-2-(dimethylamino)-2-[4-(ethylsulfonyl)phenyl]acetamide COC=1C(=CC2=C(N=C(S2)NC(C(C2=CC=C(C=C2)S(=O)(=O)CC)N(C)C)=O)C1)OC